6-chloro-1-cyclopentyl-N-[(4-fluorophenyl)methyl]-1H-pyrazolo[3,4-d]pyrimidin-4-amin ClC1=NC(=C2C(=N1)N(N=C2)C2CCCC2)NCC2=CC=C(C=C2)F